C12(CC3CC(CC(C1)C3)C2)CN2N=CC(=C2C)C=2C(=C3C(=NC2)N(C=N3)C=3C=NC(=C(C3)C)NC3=NC=CC=C3)C(=O)O 6-(1-(adamantan-1-ylmethyl)-5-methyl-1H-pyrazol-4-yl)-3-(5-methyl-6-(pyridin-2-ylamino)pyridin-3-yl)-3H-imidazo[4,5-b]pyridine-7-carboxylic acid